CN[C@@H]1CN(CCC1)C1=NC2=C(N1CC1=CC=C(C=N1)C#N)C=CC(=C2)C(F)(F)F 6-((2-((3S)-3-(methylamino)-1-piperidinyl)-5-(trifluoromethyl)-1H-benzoimidazol-1-yl)methyl)-3-pyridinecarbonitrile